[Mo].C1=CC=CC=CC1 Cycloheptatriene molybdenum (0)